C(C)OC(C(C=CC1=CC=CC=C1)(F)F)=O 4-phenyl-2,2-difluoro-3-butenoic acid ethyl ester